NC1=NC=NC(=C1OCCN(C(OC(C)(C)C)=O)C)C1=C(C(=CC(=C1)F)NC(=O)C1=C(C2=C(CC(O2)(C)C)C=C1)F)C Tert-butyl (2-((4-amino-6-(5-fluoro-3-(7-fluoro-2,2-dimethyl-2,3-dihydrobenzofuran-6-carboxamido)-2-methylphenyl)pyrimidin-5-yl)oxy)ethyl)(methyl)carbamate